C(C)(C)(C)[Si](OCC(CNC(CC=1NC2=CC=CC=C2C1)C)(F)F)(C1=CC=CC=C1)C1=CC=CC=C1 3-[tert-butyl-(diphenyl)silyl]oxy-2,2-difluoro-N-[2-(1H-indol-2-yl)-1-methyl-ethyl]propan-1-amine